isopropyl (4,6-diamino-2-(1-(2-fluorobenzyl)-1H-pyrazolo[3,4-b]pyridin-3-yl)pyrimidin-5-yl)(methyl)carbamate NC1=NC(=NC(=C1N(C(OC(C)C)=O)C)N)C1=NN(C2=NC=CC=C21)CC2=C(C=CC=C2)F